4-(6-cyclopropyl-7-methoxyimidazo[1,2-b]pyridazin-3-yl)-5-fluoro-N-((3S,4S)-4-fluoropiperidin-3-yl)pyrimidin-2-amine C1(CC1)C=1C(=CC=2N(N1)C(=CN2)C2=NC(=NC=C2F)N[C@H]2CNCC[C@@H]2F)OC